BrC=1C2(C3=CC4=C(OCCCCO4)C=C3C1)CCC1(CC2)NC(NC1=O)=O 9''-bromo-2'',3'',4'',5''-tetrahydrodispiro[imidazolidine-4,1'-cyclohexane-4',8''-indeno[5,6-b][1,4]dioxocine]-2,5-dione